7-(4-methylpiperazin-1-yl)isoindolin-1-one CN1CCN(CC1)C=1C=CC=C2CNC(C12)=O